ClC1=C(C=CC=2C3=C(NC12)CCN([C@@H]3C)C(=O)C3=NC=C(C=N3)OCCC#N)Cl (R)-3-((2-(6,7-dichloro-1-methyl-2,3,4,5-tetrahydro-1H-pyrido[4,3-b]indole-2-carbonyl)pyrimidin-5-yl)oxy)propanenitrile